3-methyl-1,2-epoxypentane CC(C1CO1)CC